CC=1SC(=CC1C(=O)NC1=NC(=NS1)CCl)C1=CC(=CC=C1)OC(F)(F)F 2-methyl-5-(3-(trifluoromethoxy)phenyl)-N-(3-(chloromethyl)-1,2,4-thiadiazol-5-yl)thiophene-3-carboxamide